(S)-5-(2-(3-(2-cyclopropylethyl)-3-(ethoxymethyl) pyrrolidin-1-yl)propan-2-yl)-2-methylpyridinecitrate C1(CC1)CCC1(CN(CC1)C(C)(C)C=1C=C[C@](NC1)(C(C(CC(=O)[O-])(O)C(=O)[O-])C(=O)[O-])C)COCC